(2R,4S,5R,6R)-2-((4-(but-3-yn-1-yloxy)benzyl)oxy)-6-((1R,2R)-3-(2-(3-chlorophenyl)acetamido)-1,2-dihydroxypropyl)-4-hydroxy-5-(2-hydroxyacetamido)tetrahydro-2H-pyran-2-carboxylic acid C(CC#C)OC1=CC=C(CO[C@]2(O[C@H]([C@@H]([C@H](C2)O)NC(CO)=O)[C@@H]([C@@H](CNC(CC2=CC(=CC=C2)Cl)=O)O)O)C(=O)O)C=C1